3-Acetylpyridin-2(1H)-one C(C)(=O)C=1C(NC=CC1)=O